[C@H]1(CCC2=CC=CC=C12)N[C@@H]1C(N([C@H](C1)C1=CC(=CC=C1)I)C1=CC=C(C=C1)C(F)(F)F)=O (3S,5R)-3-(((R)-2,3-Dihydro-1H-Inden-1-Yl)Amino)-5-(3-Iodophenyl)-1-(4-(Trifluoromethyl)Phenyl)Pyrrolidin-2-One